[Cl-].[Cl-].C(C)(C)C=1C(C2=CC=CC(=C2C1)C1=CC=C(C=C1)C12CC3CC(CC(C1)C3)C2)[Zr+2]C2C(=CC3=C(C=CC=C23)C2=CC=C(C=C2)C23CC1CC(CC(C2)C1)C3)C (2-isopropyl-4-(p-adamantyl-phenyl)indenyl)(2-methyl-4-(p-adamantyl-phenyl)indenyl)-zirconium dichloride